CN(C1=NC(=NC2=CC=CC=C12)C)C=1C=C2C=CN(C2=NC1)C N,2-dimethyl-N-(1-methyl-7-azaindol-5-yl)quinazoline-4-amine